N[C@H](C(CO)(F)F)C1CC1 (S)-3-amino-3-cyclopropyl-2,2-difluoropropan-1-ol